COC1=C(C=CC(=C1)OC)CNC1=NC=CC2=C1C(=NN2[C@H]2C[C@@H](CCC2)NC(OCC[Si](C)(C)C)=O)C2=CC=C(C=C2)C(NC2=NC=CC(=C2)C(F)(F)F)=O 2-trimethylsilylethyl N-[(1R,3R)-3-[4-[(2,4-dimethoxy-phenyl)methylamino]-3-[4-[[4-(trifluoromethyl)-2-pyridyl]carbamoyl]phenyl]-pyrazolo[4,3-c]pyridin-1-yl]cyclohexyl]carbamate